(e)-9-dodecenoic acid C(CCCCCCC\C=C\CC)(=O)O